3-((4-((4-(4-((4-((3-(methylsulfonyl)benzyl)amino)-5-(trifluoromethyl)pyrimidin-2-yl)amino)phenyl)piperazin-1-yl)methyl)phenyl)amino)piperidine-2,6-dione CS(=O)(=O)C=1C=C(CNC2=NC(=NC=C2C(F)(F)F)NC2=CC=C(C=C2)N2CCN(CC2)CC2=CC=C(C=C2)NC2C(NC(CC2)=O)=O)C=CC1